FC(SC[C@@H]1CN(CC1)C(=O)OC(C)(C)C)(F)F tert-Butyl (S)-3-(((trifluoromethyl)thio)methyl)pyrrolidine-1-carboxylate